(R)-N-(1-(3-chloro-5-(2,2,2-trifluoroethoxy)phenyl)cyclopropyl)-3-(2,4-difluorophenyl)-3-hydroxybutanamide ClC=1C=C(C=C(C1)OCC(F)(F)F)C1(CC1)NC(C[C@@](C)(O)C1=C(C=C(C=C1)F)F)=O